(S)-tetrahydrofuran-3-yl ((S)-4-methyl-1-oxo-1-(((S)-3-oxo-1-((S)-2-oxopyrrolidin-3-yl)-4-(2,3,5,6-tetrafluorophenoxy)butan-2-yl)amino)pentan-2-yl)carbamate CC(C[C@@H](C(N[C@@H](C[C@H]1C(NCC1)=O)C(COC1=C(C(=CC(=C1F)F)F)F)=O)=O)NC(O[C@@H]1COCC1)=O)C